O1N=C(C2=C1C=CC=C2)OC2CCN(CC2)C(CNC(C2=C(C=CC=C2F)Cl)=O)C2=C(N=CS2)C(F)F N-{2-[4-(1,2-Benzoxazol-3-yloxy)piperidin-1-yl]-2-[4-(difluoromethyl)-1,3-thiazol-5-yl]ethyl}-2-chloro-6-fluorobenzamide